1-ethyl-3-methylimidazolium octanoate C(CCCCCCC)(=O)[O-].C(C)N1C=[N+](C=C1)C